2-{5-[Methyl(piperidin-4-yl)amino][1,3]thiazolo[5,4-d][1,3]thiazol-2-yl}-5-(1H-pyrazol-4-yl)phenol Hydrochlorid Cl.CN(C=1SC2=C(N1)SC(=N2)C2=C(C=C(C=C2)C=2C=NNC2)O)C2CCNCC2